CN1C=C(C(C(=C1)C1=CC=CC=C1)=O)C(=O)O 1-methyl-4-oxo-5-phenyl-1,4-dihydropyridine-3-carboxylic acid